2-(4-acetylphenyl)-10-(diisopropylamino)-7,7-dimethyl-5,12b-dihydro-1H,7H-chromeno[4,3-c][1,2,4]triazolo[1,2-a]pyridazin-1,3(2H)-dione C(C)(=O)C1=CC=C(C=C1)N1C(N2N(CC=C3C2C=2C=CC(=CC2OC3(C)C)N(C(C)C)C(C)C)C1=O)=O